C1(CC1)C1=CC=C2C(=N1)SC(=N2)NC2=NC=CC(=C2)CN2CCCC2 5-cyclopropyl-N-(4-(pyrrolidin-1-ylmethyl)pyridin-2-yl)thiazolo[5,4-b]pyridin-2-amine